(Methylamino)-3-(5-methoxypyridin-3-yl)propanoic acid CNC(C(=O)O)CC=1C=NC=C(C1)OC